C(C)(C)OC=1C=CC2=C(N(C(C(N2C)=O)=O)C2CCN(CC2)CC2=CC=C(C=C2)OC(F)(F)F)N1 6-isopropoxy-1-methyl-4-(1-(4-(trifluoromethoxy)benzyl)piperidin-4-yl)-1,4-dihydropyrido[2,3-b]pyrazine-2,3-dione